CC(CCC)=O pentaneOne